methyl 2-(((1S,4R)-4-(6-((4-chloro-2-fluorobenzofuran-7-yl) methoxy) pyridin-2-yl) cyclohexyl) methyl)-1-(((S)-oxetan-2-yl) methyl)-1H-benzo[d]imidazole-6-carboxylate ClC1=CC=C(C2=C1C=C(O2)F)COC2=CC=CC(=N2)C2CCC(CC2)CC2=NC1=C(N2C[C@H]2OCC2)C=C(C=C1)C(=O)OC